C1(CC1)CNC=1C2=C(N=C(N1)NC1=C(C=C(C=C1)P(=O)(C)C)OC)NC=C2C#N 4-((cyclopropylmeth-yl)amino)-2-((4-(dimethylphosphoryl)-2-methoxyphenyl)amino)-7H-pyrrolo[2,3-d]pyrimidine-5-carbonitrile